C1(CCC(=O)OC(CO1)C)=O 3-propylene succinate